(S)-tert-butyl (1-(5-(4-methoxyquinolin-2-yl)-1H-imidazol-2-yl)-7-oxononyl)carbamate COC1=CC(=NC2=CC=CC=C12)C1=CN=C(N1)[C@H](CCCCCC(CC)=O)NC(OC(C)(C)C)=O